(1R,3S)-3-(3-{[(2-sulfamoylphenyl) acetyl]-amino}-1H-pyrazol-5-yl)cyclopentyl propylcarbamate C(CC)NC(O[C@H]1C[C@H](CC1)C1=CC(=NN1)NC(CC1=C(C=CC=C1)S(N)(=O)=O)=O)=O